tert-butyl 4-[5-[(1S)-1-[(2S,4R)-2-[[(1S)-1-(4-cyanophenyl)ethyl]carbamoyl]-4-hydroxy-pyrrolidine-1-carbonyl]-2-methyl-propyl]isoxazol-3-yl]piperazine-1-carboxylate C(#N)C1=CC=C(C=C1)[C@H](C)NC(=O)[C@H]1N(C[C@@H](C1)O)C(=O)[C@@H](C(C)C)C1=CC(=NO1)N1CCN(CC1)C(=O)OC(C)(C)C